N1(CCC12COC2)S(=O)(=O)C2(CC2)COC=2N=NC=C1C2N(C(C(=C1)C(=O)NCC1=CC=C(C=C1)C#N)=O)C 8-((1-((6-oxa-1-azaspiro[3.3]heptan-1-yl)sulfonyl)cyclopropyl)methoxy)-N-(4-cyanobenzyl)-1-methyl-2-oxo-1,2-dihydropyrido[2,3-d]pyridazine-3-carboxamide